C1(=CC(=CC=C1)CCO)CCO m-benzenediethanol